C(C1=CC=CC=C1)OC=1C(=CC(=C(C1)C1N(C2(CCC2)COC1)O)Br)COC 6-(5-(benzyloxy)-2-bromo-4-(methoxymethyl)phenyl)-8-oxa-5-azaspiro[3.5]nonan-5-ol